N1=C(C=NC=C1)[C@@H]1CC[C@H]2OC3(C(N21)=O)CC(C3)OCB3OC(C(O3)(C)C)(C)C (1s,3S,5'S,7a'R)-5'-(pyrazin-2-yl)-3-((4,4,5,5-tetramethyl-1,3,2-dioxaborolan-2-yl)methoxy)tetrahydro-3'H-spiro[cyclobutane-1,2'-pyrrolo[2,1-b]oxazol]-3'-one